BrC=1C=CC(=NC1C(CCC=O)=O)NC(=O)C1CC1 N-(5-bromo-6-(4-oxobutanoyl)pyridin-2-yl)cyclopropanecarboxamide